FC(C(=O)N)(C1=CC(=CC=C1)OCCNC)F difluoro-2-(3-(2-(methylamino)ethoxy)phenyl)acetamide